O[C@H]1[C@H](COC1)OC1=NN(C=C1)C([2H])([2H])[2H] 3-(((3S,4R)-4-hydroxytetrahydrofuran-3-yl)oxy)-1-(methyl-d3)-1H-pyrazol